CN1CCN(CC1)C(C(CCSC)CC(=O)N)=C=O [1-(4-methylpiperazin-1-yl)-4-(methylthio)-1-carbonylbutan-2-yl]acetamide